CN(C1=C(C=NC=C1)C1CNC2(CC2)C1)C N,N-dimethyl-3-(4-azaspiro[2.4]hept-6-yl)pyridin-4-amine